ethyl 2-methyl-3-[3-[1,4,4-trimethyl-1-(methylaminocarbamoyl)-5-(2,2,2-trifluoroacetyl)oxy-pentyl]phenyl]propanoate CC(C(=O)OCC)CC1=CC(=CC=C1)C(CCC(COC(C(F)(F)F)=O)(C)C)(C(NNC)=O)C